NC1=C(C=CC(=C1)F)C(C(F)(F)F)O 1-(2-Amino-4-fluorophenyl)-2,2,2-trifluoroethan-1-ol